pyrrolo[2,1-c][1,4]oxazepin-5-one C1OC=CC(N2C1=CC=C2)=O